3-((diphenylmethylene)amino)-6,7-difluoro-8-methoxynaphthalen-1-yl trifluoromethanesulfonate FC(S(=O)(=O)OC1=CC(=CC2=CC(=C(C(=C12)OC)F)F)N=C(C1=CC=CC=C1)C1=CC=CC=C1)(F)F